NC1(CC1)CN1C2=C(C(C3=CC(=CC=C13)F)=O)C1=CC3=C(C(N1C2)=O)COC([C@]3(O)CC)=O (S)-11-((1-aminocyclopropyl)methyl)-4-ethyl-8-fluoro-4-hydroxy-1H-pyrano[3',4':6,7]indolizino[2,1-b]quinoline-3,6,14(4H,11H,12H)-trione